ClC1=C(OC=2C=CC(=C(C2)S(=O)(=O)NCC2(CC2)O)O)C(=CC(=C1)N1N=C(C(NC1=O)=O)C(F)F)Cl 5-(2,6-dichloro-4-(6-(difluoromethyl)-3,5-dioxo-4,5-dihydro-1,2,4-triazin-2(3H)-yl)phenoxy)-2-hydroxy-N-((1-hydroxycyclopropyl)methyl)benzene-sulfonamide